(4-methoxyphenyl)sulfonyl-N-[2-[(E)-2-(1-oxidopyridin-1-ium-4-yl)ethenyl]phenyl]acetamide COC1=CC=C(C=C1)S(=O)(=O)CC(=O)NC1=C(C=CC=C1)\C=C\C1=CC=[N+](C=C1)[O-]